CNC(=O)C1=CC=2C(=NC=CC2)N1 N-methyl-1H-pyrrolo[2,3-b]pyridine-2-carboxamide